COC=1C=C(C=CC1)C[C@H](CCCC)NC(C1=CC(=NC=C1)C)=O (S)-N-(1-(3-methoxyphenyl)hex-2-yl)-2-methylisonicotinamide